ClC1=C(C=C(S1)C(=O)NC1=CC(=CC(=C1)S(=O)(=O)C)Cl)C1=NC=C(C=N1)F 5-chloro-N-(3-chloro-5-(methylsulfonyl)phenyl)-4-(5-fluoropyrimidin-2-yl)thiophene-2-carboxamide